C(C1=CC=CC=C1)N1C[C@@H]2[C@H](C1)C=1C=CC=CC1OC2=O (3aS,9bS)-2-Benzyl-2,3,3a,9b-tetrahydrochromeno[3,4-c]pyrrol-4(1H)-one